[Cr](=O)O.NC1=C(C=NN1C=1C=NC(=CC1C)OC1=C(C=CC=C1F)F)C(=O)C1=CC=2C(=CC=C3CCN(CC23)CCO)N1 (5-amino-1-{6-[(2,6-difluorophenyl)oxy]-4-methylpyridin-3-yl}pyrazol-4-yl)[2-(2-hydroxyethyl)-2,3,4,7-tetrahydro-1H-pyrrolo[2,3-H]isoquinolin-8-yl]methanone CHROMA-FORMAT